NC=1C=C(C=CC1)S(=O)(=O)NC1=NC(=CC(=N1)C1=C(C=CC=C1)C(C)C)OC1=CC=C(C=C1)N1CCNCC1 3-amino-N-[4-(2-isopropylphenyl)-6-(4-piperazin-1-ylphenoxy)pyrimidin-2-yl]benzenesulfonamide